ClC1=C(C=CC(=C1)Cl)C[C@H](C[C@@H]([C@H](C(C)(C)C)O)N1N=CNC1=S)C [(2R,4S,5S)-1-(2,4-dichlorophenyl)-5-hydroxy-2,6,6-trimethylheptan-4-yl]-2,4-dihydro-3H-1,2,4-triazol-3-thione